N-[3-chloro-4-[4-(piperidine-4-carbonyl)piperazine-1-carbonyl]phenyl]-5-[1-(5-chloro-2-pyridyl)-3-(trifluoromethyl)pyrazol-4-yl]-1-methyl-imidazole-2-carboxamide ClC=1C=C(C=CC1C(=O)N1CCN(CC1)C(=O)C1CCNCC1)NC(=O)C=1N(C(=CN1)C=1C(=NN(C1)C1=NC=C(C=C1)Cl)C(F)(F)F)C